CN(C)CC=1N=NNC1 4-((dimethylamino)methyl)-1H-1,2,3-triazole